C(C)(C)(C)OC(=O)N1CC2(C1)CC(C2)N2N=CN=C2C2CC2 6-(5-cyclopropyl-1H-1,2,4-triazol-1-yl)-2-azaspiro[3.3]heptane-2-carboxylic acid tert-butyl ester